(R)-1-((2-bromo-3-fluoropyridin-4-yl)methyl)pyrrolidin-3-ol BrC1=NC=CC(=C1F)CN1C[C@@H](CC1)O